N[C@@H](C(=O)N)C1=CC=CC=C1 (2R)-2-amino-2-phenylacetamide